2-hydroxypropan-2-ylcyclohexane-1-carboxamide OC(C)(C)C1(CCCCC1)C(=O)N